ClC=1C(=NC(=NC1)NC1CCOCC1)C1=CC=C2CN(C(C2=C1)=O)CC(=O)N[C@H](CO)C=1C=NC(=CC1)C1CC1 2-(6-{5-chloro-2-[(oxacyclohex-4-yl)amino]pyrimidin-4-yl}-1-oxo-2,3-dihydro-1H-isoindol-2-yl)-N-[(1S)-1-(6-cyclopropylpyridin-3-yl)-2-hydroxyethyl]acetamide